[C@H]12OC[C@H](N(C1)C1=C(C=C3C(=N1)COC3)C(=O)O)C2 2-[(1r,4r)-2-oxa-5-azabicyclo[2.2.1]hept-5-yl]-5,7-dihydrofuro[3,4-b]pyridine-3-carboxylic acid